(R)-4-(1-(6-(4-(Trifluoromethyl)benzyl)-6-azaspiro[2.5]octan-5-carboxamido)cyclopropyl)benzoat FC(C1=CC=C(CN2[C@H](CC3(CC3)CC2)C(=O)NC2(CC2)C2=CC=C(C(=O)[O-])C=C2)C=C1)(F)F